C1(CC1)C1=C(C=C(C(=C1)[N+](=O)[O-])OC)N1CCC(CC1)N1CCN(CC1)CC1CCNCC1 1-(1-(2-Cyclopropyl-5-methoxy-4-nitrophenyl)piperidin-4-yl)-4-[(piperidin-4-yl)methyl]Piperazine